C(CCCC)[N+](CCC)(CCC)CCCCC dipentyldipropylammonium